CC1=C(C(=C(C(=C1C)OC(C)(C)C)C)C)O 2,3,5,6-Tetramethyl-4-tert.-butoxy-phenol